dimethyl-(N-methyl-10H-indenoindole) CC1(C=2C=CC=CC2C2=CC=C3C=CN(C3=C21)C)C